C(CCCCCCCCCCCCCCC)S(=O)(=O)CCC(O)OC 3-(hexadecylsulfonyl)-methoxypropan-1-ol